(4S)-4-phenyl-N-[(3S)-5-methyl-4-oxo-2,3-dihydro-1,5-benzoxazepin-3-yl]-6,7-dihydro-4H-pyrazolo[5,1-c][1,4]oxazine-2-carboxamide C1(=CC=CC=C1)[C@@H]1OCCN2C1=CC(=N2)C(=O)N[C@H]2COC1=C(N(C2=O)C)C=CC=C1